CC1=NNC2=CC=C(C=C12)C=1C=C(C=NC1)OC[C@H](CC1=CC=CC=C1)N (αS)-α-[[[5-(3-Methyl-1H-indazol-5-yl)-3-pyridinyl]oxy]methyl]-benzeneethanamine